(S)-2-(((benzyloxy)carbonyl)amino)-4-phenylbutanoic acid C(C1=CC=CC=C1)OC(=O)N[C@H](C(=O)O)CCC1=CC=CC=C1